calcium montanoate C(CCCCCCCCCCCCCCCCCCCCCCCCCCC)(=O)[O-].[Ca+2].C(CCCCCCCCCCCCCCCCCCCCCCCCCCC)(=O)[O-]